CO[C@@H](C)C=1C=2N(N=CC1NC(=O)NC=1C=NC(=C(C1)C(F)(F)F)N1N=CC(=N1)C)C=C(N2)C (S)-N-(8-(1-methoxyethyl)-2-methylimidazo[1,2-b]pyridazin-7-yl)-N'-(6-(4-methyl-2H-1,2,3-triazol-2-yl)-5-(trifluoromethyl)pyridin-3-yl)urea